COC=1C=C(C=NC1)C1=NSC(=C1)C(C)O 1-(3-(5-methoxypyridin-3-yl)isothiazol-5-yl)ethan-1-ol